N-(4-(4-((tert-butyldiphenylsilyl)oxy)-6-fluoro-3,4-dihydroisoquinolin-2(1H)-yl)-2,6-dimethylphenyl)-3,3-bis(methyl-d3)butanamide [Si](C1=CC=CC=C1)(C1=CC=CC=C1)(C(C)(C)C)OC1CN(CC2=CC=C(C=C12)F)C1=CC(=C(C(=C1)C)NC(CC(C)(C([2H])([2H])[2H])C([2H])([2H])[2H])=O)C